S1C(=CC2=C1C=CC=C2)CC=2C=C(C=CC2F)[C@H]2[C@H](O)[C@@H](O)[C@H](O)[C@H](O2)CO (1S)-1,5-anhydro-1-(3-(1-benzothiophen-2-ylmethyl)-4-fluorophenyl)-D-glucitol